ClC1=NC=C(C=C1)C 2-CHLORO-5-METHYLPYRIDINE